BrC1=CC(=C2C(NN=C(C2=C1)CN1CC2=CC=CC=C2C1)=O)OC(F)F 2-((7-bromo-5-(difluoromethoxy)-4-oxo-3,4-dihydrophthalazin-1-yl)methyl)isoindoline